2-fluoro-1,3-diethoxypropane FC(COCC)COCC